C(C)(C)N([C@H]1CN(C[C@@H]1C)C(=O)OC(C)(C)C)C tert-Butyl (3R,4S)-3-(isopropyl(methyl) amino)-4-methylpyrrolidine-1-carboxylate